C1(CC1)S(=O)(=O)NC(=O)C1=NC(=C(C=C1)[N+](=O)[O-])OC([2H])([2H])[2H] N-(cyclopropylsulfonyl)-6-(methoxy-d3)-5-nitropyridine-2-carboxamide